4-(4-Acrylpiperazin-1-yl)-6-chloro-7-(2-fluorophenyl)-1-(2-isopropyl-4-methylpyridin-3-yl)-2-oxo-1,2-dihydro-1,8-naphthyridine-3-carbonitrile C(=O)(C=C)N1CCN(CC1)C1=C(C(N(C2=NC(=C(C=C12)Cl)C1=C(C=CC=C1)F)C=1C(=NC=CC1C)C(C)C)=O)C#N